COC=1C=C(C=CC1[N+](=O)[O-])N1N=NC(=C1)C(=O)O 1-(3-methoxy-4-nitrophenyl)-1H-1,2,3-triazole-4-carboxylic acid